BrC1=CC=C(C=C1)S(=O)(=O)CCCOC 1-bromo-4-((3-methoxypropyl)sulfonyl)benzene